((3R,4R)-4-(((6-((2,6-dichlorobenzyl)(methyl)amino)-5-fluoropyrimidin-4-yl)amino)methyl)-3-hydroxypiperidin-1-yl)acetamide ClC1=C(CN(C2=C(C(=NC=N2)NC[C@@H]2[C@H](CN(CC2)CC(=O)N)O)F)C)C(=CC=C1)Cl